ClC1=NN2C(C=CC(=C2)C(C)(F)F)=N1 2-chloro-6-(1,1-difluoroethyl)-[1,2,4]triazolo[1,5-a]pyridine